O=CCCCC(=O)OCC Ethyl 5-oxo-valerate